C(C1=CC=CC=C1)OC=1C=C(C(=O)Cl)C=CC1 3-benzyloxybenzoyl chloride